NC1=NC=2C3=C(C(CC2C=N1)(C)C)C(=NN3)C(=O)NC3=CC=C(C=C3)OC 8-amino-N-(4-methoxyphenyl)-4,4-dimethyl-4,5-dihydro-1H-pyrazolo[4,3-H]quinazoline-3-carboxamide